methyl (S)-2-(4-(6-((2-cyano-4-(trifluoromethyl)benzyl)oxy)pyridin-2-yl)-2,5-difluorobenzyl)-1-(4,4-dimethyltetrahydrofuran-3-yl)-1H-benzo[d]imidazole-6-carboxylate C(#N)C1=C(COC2=CC=CC(=N2)C2=CC(=C(CC3=NC4=C(N3[C@@H]3COCC3(C)C)C=C(C=C4)C(=O)OC)C=C2F)F)C=CC(=C1)C(F)(F)F